NCC(CCCCCCN)(C)C 1,8-diamino-2,2-dimethyloctane